2-butyl-octanal C(CCC)C(C=O)CCCCCC